2,3,5,6-tetrafluorophenyl-trifluoroacetic acid FC1=C(C(=C(C=C1F)F)F)OC(C(F)(F)F)=O